N-(2,5-di(thiophen-2-yl)-1H-pyrrol-1-yl)isonicotinamide tert-butyl-4-(8-methyl-2-methylsulfonyl-7-oxo-pyrido[2,3-d]pyrimidin-6-yl)piperazine-1-carboxylate C(C)(C)(C)OC(=O)N1CCN(CC1)C1=CC2=C(N=C(N=C2)S(=O)(=O)C)N(C1=O)C.S1C(=CC=C1)C=1N(C(=CC1)C=1SC=CC1)NC(C1=CC=NC=C1)=O